[Si](C)(C)(C(C)(C)C)OCCOC1=CC(=C(C=C1Cl)N1CC(N[C@@H]2CCCC[C@H]12)(C)C)F (4ar,8as)-1-(4-(2-((tert-butyldimethylsilyl)oxy)ethoxy)-5-chloro-2-fluorophenyl)-3,3-dimethyldecahydroquinoxaline